COC1=CC=C(C=C1)C=CC(=O)N(CC1OCCC1)C1=NC=CC=C1 3-(4-methoxyphenyl)-N-(2-pyridyl)-N-(tetrahydrofuran-2-ylmethyl)prop-2-enamide